3-[3,5-Dimethyl-2-oxo-4-(4-piperidyl)benzimidazol-1-yl]-1-methyl-piperidine-2,6-dione CN1C(N(C2=C1C(=C(C=C2)C)C2CCNCC2)C2C(N(C(CC2)=O)C)=O)=O